FC1=CC=C(C(=O)C2=CNC=3N=C(N=C(C32)NC3CCC(CC3)NC(=O)C3CC3)NC3=CC=C(C=C3)N3CCN(CC3)C)C=C1 N-((1s,4s)-4-((5-(4-fluorobenzoyl)-2-((4-(4-methylpiperazin-1-yl)phenyl)amino)-7H-pyrrolo[2,3-d]pyrimidin-4-yl)amino)cyclohexyl)cyclopropanecarboxamide